bromamide NBr